2,4-dichloro-3-hydroxy-N-(4-oxo-3-(3-(trifluoromethoxy)benzyl)-3,4-dihydroquinazolin-5-yl)benzamide ClC1=C(C(=O)NC2=C3C(N(C=NC3=CC=C2)CC2=CC(=CC=C2)OC(F)(F)F)=O)C=CC(=C1O)Cl